(2S,5S)-9-((5-aminopentyl)oxy)-5-(hydroxymethyl)-2-isopropyl-1-methyl-1,4,5,6-tetrahydrobenzo[e][1,4]diazocin-3(2H)-one NCCCCCOC=1C=CC2=C(N([C@H](C(N[C@@H](C2)CO)=O)C(C)C)C)C1